3,4-dimethylbenzoyl chloride CC=1C=C(C(=O)Cl)C=CC1C